CC=1OC2=C(N1)C=C(C=C2)N2CC1CN(CC(C2)O1)C(=O)OC(C)(C)C tert-butyl 7-(2-methylbenzo[d]oxazol-5-yl)-9-oxa-3,7-diazabicyclo[3.3.1]nonane-3-carboxylate